ClC=1C=CC(=NC1)CN[C@H](C)C1=NC=CC=N1 (R)-N-((5-chloropyridin-2-yl)methyl)-1-(pyrimidin-2-yl)ethan-1-amine